sodium isopropoxy benzenesulfonate C1(=CC=CC=C1)S(=O)(=O)OOC(C)C.[Na]